N=1C=NN2C1C=CC(=C2)C2=C(N=C(S2)NC([C@@H](CC(C)C)N)=O)C2=NC(=CC=C2)C (R)-N-(5-([1,2,4]triazolo[1,5-a]pyridin-6-yl)-4-(6-methylpyridin-2-yl)-thiazol-2-yl)-2-amino-4-methylpentanamide